C(C)(C)(C)OC(=O)N1CCN(CC1)C1=CN(C2=CC(=CC=C12)Br)C.C1(=C(C=CC=C1)C=1C(=C2C(=CC1)N=C1C=CC3=C4C=CC=CC4=NC3=C12)C1=CC=CC=2OC3=C(C21)C=CC=C3)C=3C(=CC=CC3)C3=CC=CC=C3 (terphenylyl)(dibenzofuranyl)indolocarbazole tert-butyl-4-(6-bromo-1-methyl-1H-indol-3-yl)piperazine-1-carboxylate